tert-butyl 4-(4-(5-(pyridin-2-yl)isoxazole-3-carboxamido)-1H-pyrazol-1-yl)piperidine-1-carboxylate N1=C(C=CC=C1)C1=CC(=NO1)C(=O)NC=1C=NN(C1)C1CCN(CC1)C(=O)OC(C)(C)C